NC1CCC(CC1)(O)C1=CC=CC=C1 (1s,4s)-4-amino-1-phenylcyclohexan-1-ol